C=CCC Normal butene